FC(C1=NC(=NC(=N1)C(F)(F)F)N1[C@H](C=2NC3=CC=C(C=C3C2CC1)Cl)C[C@@H](CO)C)(F)F (S)-3-((S)-2-(4,6-bis(trifluoromethyl)-1,3,5-triazin-2-yl)-6-chloro-2,3,4,9-tetrahydro-1H-pyrido[3,4-b]indol-1-yl)-2-methylpropan-1-ol